C12=C(C=CC=C2CC1)[C@@H]1[C@@H](C2=CC=C(C=C2CC1)O)C1=CC=C(C=C1)N1CCC(CC1)C=O 1-(4-((1R,2S)-2-(bicyclo[4.2.0]octa-1,3,5-trien-2-yl)-6-hydroxy-1,2,3,4-tetrahydronaphthalen-1-yl)phenyl)piperidine-4-carbaldehyde